FC1=CC2=C(C(N=C2C=C1)=O)CC1CCC(CC1)C1=CC=CC=C1 5-fluoro-3-(4-phenylcyclohexyl)methylindol-2-one